ClC=1C=CC(=NC1)COC1=CC=CC(=N1)C1=CCC(CC1)CC1=NC=2C(=NC(=CC2)C(=O)OC)N1C[C@H]1OCC1 methyl 2-((4-(6-((5-chloropyridin-2-yl)methoxy)pyridin-2-yl)cyclohex-3-en-1-yl)methyl)-3-(((S)-oxetan-2-yl)methyl)-3H-imidazo[4,5-b]pyridine-5-carboxylate